C(C)NCCN N-Ethylethylenediamine